4,5-dichloropyridazine ClC1=CN=NC=C1Cl